benzyl ((3aR,5r,6aS)-2-((2,4-dimethylphenyl)sulfonyl)octahydrocyclopenta[c]pyrrol-5-yl)((tetrahydro-2H-pyran-4-yl)methyl)carbamate CC1=C(C=CC(=C1)C)S(=O)(=O)N1C[C@@H]2[C@H](C1)CC(C2)N(C(OCC2=CC=CC=C2)=O)CC2CCOCC2